C1(=CC=CC=C1)C1=NC(=NC(=N1)C1=CC=CC=C1)C=1C=C(C=CC1)C1=CC=CC2=C1C=1C(=C3C=4N(C=5C=CC=CC5C4C1)C1=CC=CC=C13)O2 11-(3-(4,6-diphenyl-1,3,5-triazin-2-yl)phenyl)benzofuro[2,3-b]indolo[1,2,3-lm]carbazole